C1(CC1)C=1N=C2N(C=C(C(=C2)O)C(=O)NC2=NC(=CC=C2)C(F)F)C1 2-cyclopropyl-N-(6-(difluoromethyl)pyridin-2-yl)-7-hydroxyimidazo[1,2-a]pyridine-6-carboxamide